FC(C(C(C(C(C(C(F)(F)C[Si](OCC)(C)C)(F)F)(F)F)(F)F)(F)F)(F)F)(CCC(F)(F)F)F heptadecafluorodecyl-trimethyl-(ethoxysilane)